tert-Butyl N-(3-aminopropyl)carbamate NCCCNC(OC(C)(C)C)=O